NC1=NC=2C=CC=CC2C2=C1N=C(N2C[C@@H](C)O[P@](=O)(OC2=CC=CC=C2)N[C@@H](C)C(=O)OCC2=CC=CC=C2)COCC Benzyl ((S)-(((R)-1-(4-amino-2-(ethoxymethyl)-1H-imidazo[4,5-c]quinolin-1-yl) propan-2-yl) oxy) (phenoxy) phosphoryl)-L-alaninate